5-fluoro-2-methyl-N1-(1-(pyrazin-2-yl)propan-2-yl)benzene-1,3-diamine FC=1C=C(C(=C(C1)NC(CC1=NC=CN=C1)C)C)N